allyl-silicon C(C=C)[Si]